(cyclobutyl)methyl-(cyclohexyl)methyl-dimethoxysilane C1(CCC1)C[Si](OC)(OC)CC1CCCCC1